COCCC1(NC(=C(C=C1[N+](=O)[O-])N)OC)NC 2-(2-(methoxy)ethyl)-6-methoxy-N2-methyl-3-nitropyridine-2,5-diamine